C(#N)C1=CNC2=C(C=CC(=C12)C)NS(=O)(=O)C=1C=NN(C1)[C@H]([C@@H](C)O)C N-(3-Cyano-4-methyl-1H-indol-7-yl)-1-[(1S,2R)-2-hydroxy-1-methyl-propyl]pyrazol-4-sulfonamid